CC1=C(C=CC(=C1)OC([2H])([2H])[2H])N1C(C(=CC=C1C(F)(F)F)C(=O)N)=O 1-[2-methyl-4-(trideuteriomethoxy)phenyl]-2-oxo-6-(trifluoromethyl)pyridine-3-carboxamide